[N+](=O)([O-])C1=CC=C(C=C1)C 4-nitro-1-methylbenzene